C(C)(C)(C)OC(NC1CCN(CC1)NC(=O)C=1OC2=C(C1)C=C(C=C2)Cl)=O (1-(5-chlorobenzofuran-2-carboxamido)piperidin-4-yl)carbamic acid tert-butyl ester